OC(CN1CC2=C(N=C(N=C2)NC=2C=CC3=C(N(C(O3)=O)C)C2)CC1)C=1C(=C2COC(C2=CC1)=O)C 5-((6-(2-Hydroxy-2-(4-methyl-1-oxo-1,3-dihydroisobenzofuran-5-yl)ethyl)-5,6,7,8-tetrahydropyrido[4,3-d]pyrimidin-2-yl)amino)-3-methylbenzo[d]oxazol-2(3H)-on